12-(3-(3,4-difluorophenyl)ureido)dodecanoic acid FC=1C=C(C=CC1F)NC(NCCCCCCCCCCCC(=O)O)=O